C(C=C)(=O)N1CCN(CC1)C1=NC(N2C3=C(C(=C(C=C13)C(F)(F)F)C1=C(C=C(C=C1)F)F)SC[C@@H]2COC)=O (3S)-7-(4-acryloylpiperazin-1-yl)-10-(2,4-difluorophenyl)-3-(methoxymethyl)-9-(trifluoromethyl)-2H-[1,4]thiazino[2,3,4-ij]quinazolin-5(3H)-one